BrC=1SC=2CN(CCC2N1)C1=NC=C(C#N)C=C1C 6-(2-Bromo-6,7-dihydrothiazolo[5,4-c]pyridin-5(4H)-yl)-5-methylnicotinonitrile